C(C1=CC=CC=C1)OC1=C(C(=C(C=C1C(F)(F)F)F)F)CO (2-(benzyloxy)-5,6-difluoro-3-(trifluoromethyl)phenyl)methanol